N1C(=NC=C1)C1=NC=2C(=C3C(=NC2)NC=C3)N1C1CN(CC1)S(=O)(=O)CCC 2-(1H-imidazole-2-yl)-1-(1-(propylsulfonyl)pyrrolidin-3-yl)-1,6-dihydroimidazo[4,5-d]pyrrolo[2,3-b]pyridine